O1CCOC2=C1C=CC(=C2)C2=CSC=1C(N=C(OC12)N1CCOCC1)=O 7-(2,3-Dihydro-1,4-benzodioxin-6-yl)-2-morpholin-4-ylthieno[2,3-e][1,3]oxazin-4-one